N-Allyl-3-(methoxymethoxy)naphthalene-1-amine C(C=C)NC1=CC(=CC2=CC=CC=C12)OCOC